((7-methoxy-2-methyl-1,2,3,4-tetrahydroisoquinolin-6-yl)amino)-5-((3-(trifluoromethyl)phenyl)amino)-1,2,4-triazine-6-carboxamide COC1=C(C=C2CCN(CC2=C1)C)NC=1N=NC(=C(N1)NC1=CC(=CC=C1)C(F)(F)F)C(=O)N